isophthalic acid ethylene ester C1COC(C=2C=C(C(=O)O1)C=CC2)=O